CNC(=O)[C@@H]1CC[C@H](CC1)CN N-methyl-trans-4-(aminomethyl)cyclohexaneformamide